tert-butyl (R)-(1-(1-(phenylsulfonyl)-1H-pyrrolo[2,3-b]pyridin-6-yl)ethyl)carbamate C1(=CC=CC=C1)S(=O)(=O)N1C=CC=2C1=NC(=CC2)[C@@H](C)NC(OC(C)(C)C)=O